BrC=1C=C(C(=NC1)C1=NC2=C(C(N(C(=C2)C(F)(F)F)C2CC2)=O)N1C)SCC 2-(5-bromo-3-ethylsulfanyl-2-pyridyl)-5-cyclopropyl-3-methyl-6-(trifluoromethyl)imidazo[4,5-c]pyridin-4-one